[N+](=O)(O)[O-].NC1=NC=C2NC=NC2=N1 2-Aminopurine, nitrate salt